ClC1=C(C=CC(=C1F)CN(C)C)N1C=NC(=C1)C1=NC(=NC=C1C(F)(F)F)NC1CCN(CC1)S(=O)(=O)C 4-(1-(2-chloro-4-((dimethylamino)methyl)-3-fluorophenyl)-1H-imidazol-4-yl)-N-(1-(methylsulfonyl)piperidin-4-yl)-5-(trifluoromethyl)pyrimidin-2-amine